FC1C2CNCC(C1)N2C(=O)[O-] 6-fluoro-3,8-diazabicyclo[3.2.1]octane-8-carboxylate